ClC1=CC=C(C=C1)C1=C(CC(CC1)(C)C)CN1CCNCC1 4-((4'-chloro-4,4-dimethyl-3,4,5,6-tetrahydro-[1,1'-biphenyl]-2-yl)methyl)piperazine